N-(2-ethylhexyl)-2-cyano-3-hydroxypyridin-4-one C(C)C(CN1C(=C(C(C=C1)=O)O)C#N)CCCC